N(=C=O)C1=NN=NC=C1 isocyanato-triazine